4-(4-(thiazol-2-yl)phenoxy)aniline S1C(=NC=C1)C1=CC=C(OC2=CC=C(N)C=C2)C=C1